4-(6-fluoro-7-hydroxy-8-nitro-4-oxo-4H-chromen-2-yl)benzonitrile FC=1C=C2C(C=C(OC2=C(C1O)[N+](=O)[O-])C1=CC=C(C#N)C=C1)=O